Dibenzyl-Cyanamide C(C1=CC=CC=C1)N(C#N)CC1=CC=CC=C1